FC(C1=NC=CC2=C1C(=CN2)C2=NC(=NC(=C2)OC2CCC(CC2)C(F)(F)F)C)F 4-[4-(difluoromethyl)-1H-pyrrolo[3,2-c]pyridin-3-yl]-2-methyl-6-{[(1r,4r)-4-(trifluoromethyl)cyclohexyl]-oxy}pyrimidine